(s)-1-(5-(6-chloro-7-fluoro-3-(1H-imidazol-1-yl)-5-methoxy-1-methyl-1H-indol-2-yl)-4H-1,2,4-triazol-3-yl)-2-methoxyethan-1-ol ClC1=C(C=C2C(=C(N(C2=C1F)C)C=1NC(=NN1)[C@@H](COC)O)N1C=NC=C1)OC